[4-(1-[5-(difluoromethyl)(1,3,4-thiadiazol-2-yl)]-6-{[(cyanocyclopropyl)amino]sulfonyl}(1H-indazol-4-yl))piperazinyl]-N-methyl-N-propylcarboxamide FC(C1=NN=C(S1)N1N=CC2=C(C=C(C=C12)S(=O)(=O)NC1(CC1)C#N)N1CCN(CC1)C(=O)N(CCC)C)F